2-methyl-2,4-dihydro-3H-1,2,4-triazol-3-one CN1N=CNC1=O